fluorophenyl-oxadiazole FC1=C(N=NO1)C1=CC=CC=C1